BrC1=CC(=C(C(=O)C2C(CCCC2)C(=O)NC=2C=NN3C2C(NCC3)=O)C=C1)F 2-(4-bromo-2-fluorobenzoyl)-N-(4-oxo-4,5,6,7-tetrahydropyrazolo[1,5-a]pyrazin-3-yl)cyclohexanecarboxamide